2,2'-methylenebis[6-(o-isocyanatobenzyl)phenyl]diisocyanate C(C1=C(C(=CC=C1)CC1=C(C=CC=C1)N=C=O)N=C=O)C1=C(C(=CC=C1)CC1=C(C=CC=C1)N=C=O)N=C=O